ClC1=C(C=2N=C(N=C(C2C=N1)N1CCC=CCC1)OC[C@]12CCCN2C[C@@H](C1)F)F 7-chloro-8-fluoro-2-(((2R,7aS)-2-fluorotetrahydro-1H-pyrrolizin-7a(5H)-yl)methoxy)-4-(2,3,6,7-tetrahydro-1H-azepin-1-yl)pyrido[4,3-d]pyrimidine